ClC1=NC=2N(C(=C1)N(C)CC1=CC=C(C=C1)OC)N=CC2NC(=O)NC 1-(5-chloro-7-((4-methoxybenzyl)(methyl)amino)pyrazolo[1,5-a]pyrimidin-3-yl)-3-methylurea